5-bromo-2-methylpyridine 1-oxide BrC=1C=CC(=[N+](C1)[O-])C